C(#N)C1(CC1)NC(=O)C1=CC(=NC=C1C)OC[C@H](C)N(S(=O)(=O)C(F)(F)F)COC N-(1-cyanocyclopropyl)-2-[(2S)-2-[methoxymethyl-(trifluoromethylsulfonyl)amino]propoxy]-5-methyl-pyridine-4-carboxamide